sulfur iron-molybdenum [Mo].[Fe].[S]